O=C1NC(CCC1NC(=O)C1=CC=CC=2C=C(OC21)C)=O N-(2,6-dioxopiperidin-3-yl)-2-methylbenzofuran-7-carboxamide